(R)-tert-butyl 2-((4-methyl-3-((1-(quinolin-5-yl)cyclopropyl) carbamoyl)phenoxy)methyl)azetidine-1-carboxylate CC1=C(C=C(OC[C@@H]2N(CC2)C(=O)OC(C)(C)C)C=C1)C(NC1(CC1)C1=C2C=CC=NC2=CC=C1)=O